N-(tert-butoxycarbonyl)-N-methyl-L-alanine C(C)(C)(C)OC(=O)N([C@@H](C)C(=O)O)C